N[C@@H](CCCCN)C(=O)C([C@](N(C([C@@H](N)CCCCN)=O)C([C@@H](N)CCCCN)=O)(C(=O)[NH-])C([C@@H](N)CCCCN)=O)(CCCN)C([C@@H](N)CCCCN)=O penta-L-lysyl-L-lysylamide